C(C)(C)(C)[C@H]1[C@@H](N[C@@H](CCC1)C1=CN=C2C(=N1)N(C(=C2)C(C)(C)C)C)COC2=NC(=NC(=C2)C2=C(C=CC=C2C)C)NS(=O)(=O)C=2C=C(C(=O)O)C=CC2.[Ar] argon 3-[[4-[[(2R,3S,7S)-3-tert-butyl-7-(6-tert-butyl-5-methyl-pyrrolo[2,3-b]pyrazin-3-yl)azepan-2-yl]methoxy]-6-(2,6-dimethylphenyl)pyrimidin-2-yl]sulfamoyl]benzoic acid